1-azabicyclo[3.2.2]nonan-4-one N12CCC(C(CC1)CC2)=O